CC(CC)(C)C1=CC(=C(C(=O)OC)C=C1)C methyl 4-(1,1-dimethylpropyl)-2-methyl-benzoate